The molecule is an anthocyanin cation that is peonidin substituted at position 3 by a 6-O-acetyl-beta-D-glucosyl residue. It has a role as a metabolite. It is a beta-D-glucoside, an anthocyanin cation and an aromatic ether. It derives from a peonidin. CC(=O)OC[C@@H]1[C@H]([C@@H]([C@H]([C@@H](O1)OC2=CC3=C(C=C(C=C3[O+]=C2C4=CC(=C(C=C4)O)OC)O)O)O)O)O